4-n-dodecyl-mercaptobutane C(CCCCCCCCCCC)CCCCS